COCCOC1=CC(=C(C=C1)NC1=CC=NC2=CC(=CC=C12)C)N1CCOCC1 N-(4-(2-methoxyethoxy)-2-morpholinophenyl)-7-methylquinolin-4-amine